BrC1=C(N(N=C1)C)O[C@H](CN(C(OC(C)(C)C)=O)C)C tert-butyl N-[(2S)-2-(4-bromo-2-methyl-pyrazol-3-yl)oxypropyl]-N-methyl-carbamate